C1=CC=CC=2C3=CC=CC=C3C(C12)COC(=O)N1CCN(CCN(CC1)CC(=O)OC(C)(C)C)CC(=O)OC(C)(C)C di-tert-butyl 2,2'-(7-(((9H-fluoren-9-yl)methoxy)carbonyl)-1,4,7-triazacyclononane-1,4-diyl)diacetate